NC1=C2N=C(N(C2=NC(=N1)OCCN)CC=1C=C(CP(OC)(O)=O)C=CC1)O methyl hydrogen (3-((6-amino-2-(2-aminoethoxy)-8-hydroxy-9H-purin-9-yl)methyl)benzyl)phosphonate